2-[2-(dimethylamino)ethyl]-6-methylsulfanyl-1H-pyrazolo[3,4-d]pyrimidin-3-one CN(CCN1NC2=NC(=NC=C2C1=O)SC)C